(1s,4s)-4-((6-((2-(1-(Cyclopropylsulfonyl)-1H-pyrazol-4-yl)pyrimidin-4-yl)amino)-3-(1-methyl-5-(trifluoromethyl)-1H-pyrazol-3-yl)pyridazin-4-yl)amino)-1-methylcyclohexan-1-ol C1(CC1)S(=O)(=O)N1N=CC(=C1)C1=NC=CC(=N1)NC1=CC(=C(N=N1)C1=NN(C(=C1)C(F)(F)F)C)NC1CCC(CC1)(O)C